2-[(4-bromo-7-methoxypyrazolo[3,4-c]pyridin-2-yl)methoxy]ethyl-trimethylsilane BrC=1C=2C(C(=NC1)OC)=NN(C2)COCC[Si](C)(C)C